(S)-5-(3-(1-(5-fluoro-3-methylbenzofuran-2-yl)-2-methylpropyl)ureido)-N,N-dimethylpyrimidine-2-carboxamide FC=1C=CC2=C(C(=C(O2)[C@H](C(C)C)NC(NC=2C=NC(=NC2)C(=O)N(C)C)=O)C)C1